4-methoxypyrido[2,3-d]pyrimidin-7(8H)-one COC=1C2=C(N=CN1)NC(C=C2)=O